COC=1C=C2C(=NC1)N(C=N2)CC2=CC1=C(OC(CO1)C=1C=NC(=CC1)OC)C=C2 6-methoxy-3-((2-(6-methoxypyridin-3-yl)-2,3-dihydrobenzo[b][1,4]dioxin-6-yl)methyl)-3H-imidazo[4,5-b]pyridine